2-(2,4-difluorophenyl)-4-(5-(3-(2-methoxyethoxy)phenyl)-1-methyl-2-oxo-1,2-dihydropyridin-4-yl)-6-methyl-1,6-dihydro-7H-pyrrolo[2,3-c]pyridin-7-one FC1=C(C=CC(=C1)F)C1=CC2=C(C(N(C=C2C2=CC(N(C=C2C2=CC(=CC=C2)OCCOC)C)=O)C)=O)N1